2-amino-6-methyl-6,7,8,9-tetrahydro-5H-thiazolo[4',5':4,5]benzo[1,2-c]azepin-5-one NC=1SC=2C(=CC3=C(C(N(CCC3)C)=O)C2)N1